C(C)N(C(=O)C1=CN=C(S1)N1N=CN=C1[C@H](C)NC(OC(C)(C)C)=O)C tert-butyl N-[(1S)-1-[2-[5-[ethyl(methyl)carbamoyl]thiazol-2-yl]-1,2,4-triazol-3-yl]ethyl]carbamate